FCCCN1CC(C1)CC1=CC=C(C=C1)C1=C(CCCC2=C1C=CC=C2)C2CC1CCCC1C2 9-(4-((1-(3-Fluoropropyl)azetidin-3-yl)methyl)phenyl)-8-(octahydropentalen-2-yl)-6,7-dihydro-5H-benzo[7]annulen